C(CCCCCCC)C1=CC2=C(C=C1)C=1SC3=C(C1S2)C=CC(=C3)CCCCCCCC 2,7-Dioctyl-[1]benzothiopheno[3,2-b][1]benzothiophene